Cl.COC1=CC=C(C=C1)[C@H]1[C@@H](CNCC1)CS(=O)(=O)C=1C=C(C#N)C=CC1 |r| (+/-)-3-({[trans-4-(4-Methoxyphenyl)piperidin-3-yl]methyl}sulfonyl)-benzonitrile Hydrochloride